6-bromo-7-fluoro-N-(4-fluoro-3-methoxyphenyl)-1H-indazol-5-amine BrC1=C(C=C2C=NNC2=C1F)NC1=CC(=C(C=C1)F)OC